C1=CC=CC2=CC3=CC=CC=C3C(=C12)C=1C=C(C=CC1)C1=NC(=NC(=N1)C1=CC=CC=C1)C1=CC=CC=C1 2-(3-(anthracene-9-yl)phenyl)-4,6-diphenyl-1,3,5-triazine